O[C@@H]1[C@H]2[C@@]3(C[C@@]3([C@@H](C1)O2)C(=O)NC2=CC(=CC=C2)C(F)(F)F)C2=CC(=NC=C2)C(F)(F)F |r| rac-(1r,2r,4s,5r,6s)-6-hydroxy-N-(3-(trifluoromethyl)phenyl)-4-(2-(trifluoromethyl)pyridin-4-yl)-8-oxatricyclo[3.2.1.02,4]octane-2-carboxamide